N12CCNC(C1)C2 1,4-diazabicyclo[3.1.1]heptane